cyclopentyloctanen-lactam C1(CCCC1)C=1C(=O)NCCCCCC1